2-butoxyethyl thiocyanate C(CCC)OCCSC#N